(4S,5S)-1-([1,1'-Biphenyl]-2-yl)-3-mesityl-4,5-diphenyl-1,3,2-diazaphospholidine 2-oxide C1(=C(C=CC=C1)N1P(N([C@H]([C@@H]1C1=CC=CC=C1)C1=CC=CC=C1)C1=C(C=C(C=C1C)C)C)=O)C1=CC=CC=C1